N-(2,3-difluorophenyl)prop-2-enamide FC1=C(C=CC=C1F)NC(C=C)=O